C(C=C)(=O)N1C[C@@H](CCC1)N1C(N(C=2C(=NC=CC21)N)C2=CC=C(C=C2)OC2=CC=CC=C2)=O (R)-1-(1-propenoylpiperidin-3-yl)-4-amino-3-(4-phenoxyphenyl)-1H-imidazo[4,5-c]pyridin-2(3H)-one